6-amino-5-(6-(benzyloxy)pyridin-3-yl)pyrimidin NC1=C(C=NC=N1)C=1C=NC(=CC1)OCC1=CC=CC=C1